Tributyltin isocyanate C(CCC)[Sn](CCCC)(CCCC)N=C=O